(2-isopropoxy-hexafluoronaphthyl) gallate C(C1=CC(O)=C(O)C(O)=C1)(=O)OC1=C(C(=C(C2=C(C(=C(C(=C12)F)F)F)F)F)F)OC(C)C